COC1=C(C=CC(=C1)OC)N1C(C=C(C2=C1N=C(N=C2)S(=O)(=O)C)C#C[Si](C(C)C)(C(C)C)C(C)C)=O 8-(2,4-dimethoxyphenyl)-2-methanesulfonyl-5-[2-(triisopropylsilyl)ethynyl]pyrido[2,3-d]pyrimidin-7-one